ClC=1C=C2C(=CC(=NC2=CC1)C)C1CCOCC1 6-chloro-4-(tetrahydro-2H-pyran-4-yl)-2-methylquinoline